FC=1C=C(C=CC1OC1=C2C(=NC=C1)NN=C2N[C@](COC)(CCO)C)NC(=O)C=2C(N(N=CC2)C2=CC=C(C=C2)F)=O (S)-N-(3-fluoro-4-((3-((4-hydroxy-1-methoxy-2-methyl-butan-2-yl)amino)-1H-pyrazolo[3,4-b]-pyridin-4-yl)oxy)-phenyl)-2-(4-fluoro-phenyl)-3-oxo-2,3-dihydropyridazine-4-carboxamide